(R)-N-(4-carbamoyl-2-fluorophenyl)-N-((5-cyclohexylpyridin-2-yl)methyl)-1-((perfluorophenyl)sulfonyl)azetidine-2-carboxamide C(N)(=O)C1=CC(=C(C=C1)N(C(=O)[C@@H]1N(CC1)S(=O)(=O)C1=C(C(=C(C(=C1F)F)F)F)F)CC1=NC=C(C=C1)C1CCCCC1)F